anilinedisulfonic acid N(C1=CC=CC=C1)(S(=O)(=O)O)S(=O)(=O)O